C(=O)(O)CN1C(=O)N(C(=O)N(C1=O)C)CC(=O)O 1,3-bis(carboxymethyl)-5-methyl-isocyanuric acid